tert-butyl 2-(1-(3-cyano-7-methoxyquinolin-4-yl)azetidin-3-yl)ethylcarbamate C(#N)C=1C=NC2=CC(=CC=C2C1N1CC(C1)CCNC(OC(C)(C)C)=O)OC